4-(2-methoxyethyl)-6-(2-methyl-6-(4H-1,2,4-triazol-3-yl)pyridin-3-yl)-3,4-dihydropyrazino[2,3-b]pyrazin-2(1H)-one COCCN1CC(NC2=NC=C(N=C21)C=2C(=NC(=CC2)C2=NN=CN2)C)=O